N1=CC=CC2=CC=C3CC=4C(=NC3=C12)N=CN4 imidazo[1,10]phenanthroline